FC=1C=C(C=CC1F)[C@H]1[C@@H](O[C@@]([C@H]1C)(C(F)(F)F)C)C(=O)NC1=CC(=NC=C1)C(=O)N (2R,3S,4S,5S)-4-[[3-(3,4-Difluorophenyl)-4,5-dimethyl-5-(trifluoromethyl)tetrahydrofuran-2-carbonyl]amino]pyridin-2-carboxamid